O1CC(CC1)C(C(=O)OCC)C Ethyl 2-(tetrahydrofuran-3-yl)propanoate